(3,5-dimethylphenyl)-phenylphosphine CC=1C=C(C=C(C1)C)PC1=CC=CC=C1